COC1=CC=C(CN2N=C(C3=C2N(CCC3)CC32CC(C3)(C2)C(=O)O)C(F)(F)F)C=C1 3-((1-(4-methoxybenzyl)-3-(trifluoromethyl)-1,4,5,6-tetrahydro-7H-pyrazolo[3,4-b]pyridin-7-yl)methyl)bicyclo[1.1.1]pentane-1-carboxylic acid